CC1=CC(=C2N=C(C=NC2=C1)N1CCOCC1)C(C)NC1=C(C(=O)OC)C=CC=C1 methyl 2-[1-(7-methyl-3-morpholino-quinoxalin-5-yl)ethylamino]benzoate